FC1=CC2=C(N(C(CO2)=O)CC=C)C=C1N1C(N(C(C1=O)=O)CCC)=S 1-[7-fluoro-3-oxo-4-(prop-2-en-1-yl)-3,4-dihydro-2H-1,4-benzoxazin-6-yl]-3-propyl-2-thioxoimidazolidine-4,5-dione